(R)-6,7-dimethoxy-9-(2-(quinuclidin-3-yloxy)pyrimidin-5-yl)naphtho[2,3-c]furan-1(3H)-one COC1=CC2=CC3=C(C(OC3)=O)C(=C2C=C1OC)C=1C=NC(=NC1)O[C@H]1CN2CCC1CC2